3-(3-methoxy-4-nitrophenyl)-1H-1,2,4-triazole COC=1C=C(C=CC1[N+](=O)[O-])C1=NNC=N1